butenyl-amyl-phosphinic acid C(=CCC)P(O)(=O)CCCCC